2-diethylamino-2,4,6,8-tetramethyl-cyclotetrasiloxane C(C)N([Si]1(O[SiH](O[SiH](O[SiH](O1)C)C)C)C)CC